1-(4-(((R)-1-cyanoethyl)amino)-5-(4-((1s,4S)-4-hydroxy-4-(2-oxoethyl)cyclohexyl)-1H-1,2,3-triazol-1-yl)pyridin-2-yl)-1H-pyrazolo[3,4-b]pyridine-5-carbonitrile C(#N)[C@@H](C)NC1=CC(=NC=C1N1N=NC(=C1)C1CCC(CC1)(CC=O)O)N1N=CC=2C1=NC=C(C2)C#N